6-hydroxy-2-methylsulfanyl-3H-pyrimidin-4-one OC1=CC(NC(=N1)SC)=O